C(C)(C)(C)OC(=O)C1(CCCC1)C1=C(CN(C2(CCN(CC2)C(=O)OC(C)(C)C)C)C)C=CC=C1Cl tert-butyl 4-((2-(1-(tert-butoxycarbonyl) cyclopentyl)-3-chlorobenzyl) (methyl) amino)-4-methylpiperidine-1-carboxylate